methanesulfonic acid (2R)-2-{[(benzyloxy) carbonyl] amino}-4-(morpholin-4-yl)-4-oxobutyl ester C(C1=CC=CC=C1)OC(=O)N[C@@H](COS(=O)(=O)C)CC(=O)N1CCOCC1